FC1=C(C=CC=C1)C1=CN=CC2=C1N=C(N=C2)NC2=CC=C(C=C2)N2CCOCC2 8-(2-fluorophenyl)-N-(4-morpholinylphenyl)pyrido[4,3-d]pyrimidin-2-amine